2-(3,5-difluoro-4-((1S,3R)-2-(2-fluoro-2-methylpropyl)-3-methyl-6-(1-methyl-1H-pyrazol-4-yl)-1,2,3,4-tetrahydroisoquinolin-1-yl)phenoxy)ethan-1-amine FC=1C=C(OCCN)C=C(C1[C@H]1N([C@@H](CC2=CC(=CC=C12)C=1C=NN(C1)C)C)CC(C)(C)F)F